BrC=1C=C(C(=NC1)OCCNCC(F)F)[N+](=O)[O-] N-(2-((5-bromo-3-nitropyridin-2-yl)oxy)ethyl)-2,2-difluoroethan-1-amine